N1(CCOCC1)CCCC(=O)N 4-(morpholin-4-yl)butanamide